N-[(2S)-2-(difluoromethyl)-2-methyl-6-morpholino-3H-benzofuran-5-yl]pyrazolo[1,5-a]pyrimidine-3-carboxamide FC([C@]1(OC2=C(C1)C=C(C(=C2)N2CCOCC2)NC(=O)C=2C=NN1C2N=CC=C1)C)F